C(=O)(OC(C)(C)C)NC1=C(C=CC=C1)B(O)O (N-Bocamino)phenylboronic acid